BrC=1C=C2C=CC(C2=CC1)(F)F 5-bromo-1,1-difluoro-1H-indene